NC(CCNNC(CNC(OCC1=CC=CC=C1)=O)=O)=O benzyl N-[2-[2-(3-amino-3-oxo-propyl)hydrazino]-2-oxo-ethyl]carbamate